(4-Amino-5-iodo-2-phenylthieno[2,3-d]pyrimidin-6-yl)(piperidin-1-yl)methanone NC=1C2=C(N=C(N1)C1=CC=CC=C1)SC(=C2I)C(=O)N2CCCCC2